4-chloro-2-isocyano-N-phenyl-aniline ClC1=CC(=C(NC2=CC=CC=C2)C=C1)[N+]#[C-]